diphenyl-(1-(thiophen-3-yl)vinyl)silane C1(=CC=CC=C1)[SiH](C(=C)C1=CSC=C1)C1=CC=CC=C1